Imidazo[1,2-a]pyridin-7-yl-methanol tert-butyl-4-(2-bromo-5-methyl-7-oxo-4,7-dihydro-[1,2,4]triazolo[1,5-a]pyrimidin-6-yl)piperazine-1-carboxylate C(C)(C)(C)C1N(CCN(C1)C1=C(NC=2N(C1=O)N=C(N2)Br)C)C(=O)OCC2=CC=1N(C=C2)C=CN1